O.O.N1C(=O)NC=2NC(=O)NC2C1=O uric acid, dihydrate